C(C)OC=1C=C(C=CC1)NCC(O)C1=NNC(N1)=O 3-[2-(3-ethoxyphenylamino)-1-hydroxyethyl]-1H-1,2,4-triazol-5(4H)-one